OCC(CN(C(OC(C)(C)C)=O)C)=C tert-butyl N-[2-(hydroxymethyl)allyl]-N-methyl-carbamate